(R)-1-(6-(3-((tert-butoxycarbonyl)amino)azetidin-1-yl)pyridin-3-yl)-6-chloro-7-(2-(((3-chloropyridin-2-yl)oxy)methyl)pyrrolidin-1-yl)-4-oxo-1,4-dihydroquinoline-3-carboxylic acid C(C)(C)(C)OC(=O)NC1CN(C1)C1=CC=C(C=N1)N1C=C(C(C2=CC(=C(C=C12)N1[C@H](CCC1)COC1=NC=CC=C1Cl)Cl)=O)C(=O)O